FC=1C=CC(=C(C1)C(C)NC1=NC=2N(C=C1)N=CC2C=2C=NN(C2)C(C)C)OCCF N-(1-(5-fluoro-2-(2-fluoroethoxy)phenyl)ethyl)-3-(1-isopropyl-1H-pyrazol-4-yl)pyrazolo[1,5-a]pyrimidin-5-amine